(cyclohexyl-(5-phenyl-1,3,4-oxadiazol-2-yl)methyl)-4-methylaniline C1(CCCCC1)C(C=1OC(=NN1)C1=CC=CC=C1)NC1=CC=C(C=C1)C